O(S(=O)(=O)C(F)(F)F)C=1C=C(C2=CN(N=C2C1C#N)CC1=CC=C(C=C1)OC)C1=CCC(C1)O[Si](C1=CC=CC=C1)(C1=CC=CC=C1)C(C)(C)C 4-(4-((tert-butyldiphenylsilyl) oxy) cyclopent-1-en-1-yl)-7-cyano-2-(4-methoxybenzyl)-2H-indazol-6-yl triflate